(3aR,6aS)-1,3-dibenzyl-6-hydroxy-6-butyl-tetrahydrothieno[3,4-D]imidazole-2-one C(C1=CC=CC=C1)N1C(N([C@@H]2[C@H]1C(SC2)(CCCC)O)CC2=CC=CC=C2)=O